2-chloro-N-cyclopropyl-5-(2'-methyl-5'-(perfluoroethyl)-4'-(trifluoromethyl)-2'h-[1,3'-bipyrazole]-4-yl)nicotinamide ClC1=C(C(=O)NC2CC2)C=C(C=N1)C=1C=NN(C1)C=1N(N=C(C1C(F)(F)F)C(C(F)(F)F)(F)F)C